N1CC(CCC1)C(=O)N1CCN(CC1)C1=NC=NC2=CC=CC=C12 piperidin-3-yl-(4-(quinazolin-4-yl)piperazin-1-yl)methanone